(S)-1-(2-((tert-butoxycarbonyl)(methyl)amino)ethyl)-5-oxopyrrolidin-3-yl-4-(3-(2-cyclopropoxypyridin-3-yl)pyrazolo[1,5-a]pyrimidin-5-yl)piperazine-1-carboxylate C(C)(C)(C)OC(=O)N(CCN1C[C@H](CC1=O)OC(=O)N1CCN(CC1)C1=NC=2N(C=C1)N=CC2C=2C(=NC=CC2)OC2CC2)C